2-((6-(1H-pyrazol-1-yl)pyrimidin-4-yl)amino)-4-((3-fluoropropyl)(4-(5,6,7,8-tetrahydro-1,8-naphthyridin-2-yl)butyl)amino)butanoic acid N1(N=CC=C1)C1=CC(=NC=N1)NC(C(=O)O)CCN(CCCCC1=NC=2NCCCC2C=C1)CCCF